7-formyl-6-((4-methyl-2-oxopiperazin-1-yl)methyl)-3,4-dihydro-1,8-naphthyridine-1(2H)-carboxamide C(=O)C1=C(C=C2CCCN(C2=N1)C(=O)N)CN1C(CN(CC1)C)=O